(1,2-dimethyl-2-phenyl-propyl) (2S)-2-[(3-hydroxy-4-methoxy-pyridine-2-carbonyl)amino]propanoate OC=1C(=NC=CC1OC)C(=O)N[C@H](C(=O)OC(C(C)(C1=CC=CC=C1)C)C)C